N(=NC1=CC=C(C(=O)[O-])C=C1)C1=CC=C(C(=O)[O-])C=C1 4,4'-azobisbenzoate